4-(3-(3-((2-cyclopropylethyl)amino)azetidine-1-carbonyl)-4-fluorobenzyl)phthalazin-1(2H)-one C1(CC1)CCNC1CN(C1)C(=O)C=1C=C(CC2=NNC(C3=CC=CC=C23)=O)C=CC1F